ClC1=NC=C(C(=C1)F)C#CC1CCN(CC1)C 2-chloro-4-fluoro-5-((1-methylpiperidin-4-yl)ethynyl)pyridine